ClC1=CC(=C(C=C1)C1=NC(=CC=2N=C(N(C(C21)=O)C)C)N2C[C@H](OCC2)C2=CC(=CC=C2)C(F)(F)F)F 5-(4-chloro-2-fluoro-phenyl)-2,3-dimethyl-7-((2R)-2-(3-(trifluoro-methyl)phenyl)-4-morpholinyl)pyrido-[4,3-d]pyrimidin-4(3H)-one